(4,6-di-tert-butylphenyl)phosphoric acid C(C)(C)(C)C1=CC=C(C(=C1)C(C)(C)C)OP(O)(O)=O